6-((3-hydroxypropyl)amino)hexyl 2-hexyldecanoate C(CCCCC)C(C(=O)OCCCCCCNCCCO)CCCCCCCC